(4-morpholinyl)-aniline N1(CCOCC1)NC1=CC=CC=C1